4-Chloro-1-[4-(1,1-difluoroethyl)-3-fluoro-phenyl]sulfonyl-3-(3,3,4,4-tetrafluoropyrrolidin-1-yl)indazole ClC1=C2C(=NN(C2=CC=C1)S(=O)(=O)C1=CC(=C(C=C1)C(C)(F)F)F)N1CC(C(C1)(F)F)(F)F